C(CCCCCCCCCC)(=O)O.[S-]C#N thiocyanate, undecanoic acid salt